FC=1C=C2C(CC(C2=CC1F)=C(C#N)C#N)=O 2-(5,6-difluoro-3-oxo-indan-1-ylidene)-malononitrile